(R)-N-(1-(3-chlorophenyl)-2-(dimethylamino)ethyl)-4-(trifluoromethoxy)benzenesulfonamide ClC=1C=C(C=CC1)[C@H](CN(C)C)NS(=O)(=O)C1=CC=C(C=C1)OC(F)(F)F